C(C1=CC=CC=C1)OC1=C(C=C(C(=O)O[C@@H](CC2=C(C=[N+](C=C2Cl)[O-])Cl)C2=CC(=C(C=C2)OC(F)F)OCC2CC2)C=C1)OS(=O)(=O)C (S)-4-(2-(4-(benzyloxy)-3-(methylsulfonyloxy)-benzoyloxy)-2-(3-(cyclopropylmethoxy)-4-(difluoromethoxy)phenyl)ethyl)-3,5-dichloropyridine 1-oxide